NC1=C2N=CN(C2=NC=N1)C[C@@H](C)OCP(OCCSCCCCCCCCCCCCCCC1CCCC1)(O)=O 2-((14-cyclopentyltetradecyl)thio)ethyl hydrogen ((((R)-1-(6-amino-9H-purin-9-yl)propan-2-yl)oxy)methyl)phosphonate